FC=1C=C(C=CC1OC1=C(N=C(S1)[C@@H](C)O)C)N1N=C2N(C1=O)[C@@H](CC2)C2=CC=CC=C2 (S)-2-(3-fluoro-4-((2-((R)-1-hydroxyethyl)-4-methylthiazol-5-yl)oxy)phenyl)-5-phenyl-2,5,6,7-tetrahydro-3H-pyrrolo[2,1-c][1,2,4]triazol-3-one